3-ethyl-5-methylisoxazole-4-carboxamide C(C)C1=NOC(=C1C(=O)N)C